ClC1=C(C=CC(=C1)Cl)C=1OC(=C(N1)CCC(O)C1=CC=C(C=C1)OC(CO)(C)C)C(C)C 3-(2-(2,4-dichlorophenyl)-5-isopropyloxazol-4-yl)-1-(4-((1-hydroxy-2-methylpropan-2-yl)oxy)phenyl)propan-1-ol